ClC=1C(=NC(=NC1)N[C@H]1[C@@H]([C@@H]2CC[C@H](C1)O2)O)C=2C=C(C1=C(N(C(=N1)C(C)(C)O)C(C)C)C2)F |r| racemic-(1S*,2S*,3R*,5R*)-(±)-3-((5-chloro-4-(4-fluoro-2-(2-hydroxypropan-2-yl)-1-isopropyl-1H-benzo[d]imidazol-6-yl)pyrimidin-2-yl)amino)-8-oxabicyclo[3.2.1]octan-2-ol